2,6-dimethoxy-4-(1,4,5-trimethyl-6-oxo-3-pyridyl)benzaldehyde COC1=C(C=O)C(=CC(=C1)C1=CN(C(C(=C1C)C)=O)C)OC